dimethyl (1S,2S)-4-oxocyclopentane-1,2-dicarboxylate O=C1C[C@@H]([C@H](C1)C(=O)OC)C(=O)OC